The molecule is a phosphatidylinositol 28:0 in which the phosphatidyl acyl groups at positions 1 and 2 are specified as palmitoyl (hexadecanoyl) and lauroyl (dodecanoyl) respectively. It is a phosphatidylinositol 28:0(1-) and a 1-hexadecanoyl-2-acyl-sn-glycero-3-phospho-1D-myo-inositol(1-). It is a conjugate base of a 1-palmitoyl-2-lauroyl-sn-glycero-3-phospho-1D-myo-inositol. CCCCCCCCCCCCCCCC(=O)OC[C@H](COP(=O)([O-])OC1[C@@H]([C@H](C([C@H]([C@H]1O)O)O)O)O)OC(=O)CCCCCCCCCCC